(E)-3-(4-((E)-1-(4-hydroxyphenyl)-2-phenylbut-1-en-1-yl)phenyl)-N-methylacrylamide OC1=CC=C(C=C1)\C(=C(/CC)\C1=CC=CC=C1)\C1=CC=C(C=C1)/C=C/C(=O)NC